NC=1C(=NC=C(N1)N1CCC2([C@@H]([C@@H](OC2)C)N)CC1)SC1=CC(=NC=C1)N1CCN(CC1)CC1=C(C=NC=C1)N1C(NC(CC1)=O)=O 1-(4-((4-(4-((3-amino-5-((3S,4S)-4-amino-3-methyl-2-oxa-8-azaspiro[4.5]decane-8-yl)pyrazin-2-yl)thio)pyridin-2-yl)piperazin-1-yl)methyl)pyridin-3-yl)dihydropyrimidine-2,4(1H,3H)-dione